C(CC)(=O)OC1C2CC3CC(CC1C3)C2 (1r,3r,5r,7r)-adamantan-2-yl propionate